N-methyl-isopropylideneamine CN=C(C)C